Benzyl ((S)-4-amino-1,4-dioxo-1-(((S)-1-oxo-1-((4-(trifluoromethoxy)phenyl)amino)-3-(2-trityl-2H-tetrazol-5-yl)propan-2-yl)amino)butan-2-yl)carbamate NC(C[C@@H](C(N[C@H](C(NC1=CC=C(C=C1)OC(F)(F)F)=O)CC=1N=NN(N1)C(C1=CC=CC=C1)(C1=CC=CC=C1)C1=CC=CC=C1)=O)NC(OCC1=CC=CC=C1)=O)=O